CC1=C(C(=CC=C1)C)N1N=C(C2(NC3=CC=CC=C3C(=C2)C)C1=O)C 1-(2,6-Dimethylphenyl)-3,4'-dimethyl-1'H-spiro[pyrazole-4,2'-quinolin]-5(1H)-one